OC[C@H](CCC)NC(C1=CN=C(C=C1)OCC=1C(=NOC1C)C=1C=NC(=CC1)C)=O (S)-N-(1-hydroxypentan-2-yl)-6-((5-methyl-3-(6-methylpyridin-3-yl)isoOxazol-4-yl)methoxy)nicotinamide